C(C=1C(O)=CC=CC1)(=O)OC methyl salicylate